4-{[4,6-Bis(octylsulfanyl)-1,3,5-triazin-2-yl]amino}-2,6-di-t-butylphenol C(CCCCCCC)SC1=NC(=NC(=N1)SCCCCCCCC)NC1=CC(=C(C(=C1)C(C)(C)C)O)C(C)(C)C